2-methyl-1-{[2-(trimethylsilyl)ethoxy]methyl}pyrrolo[3,2-c]pyridin-6-amine CC1=CC=2C=NC(=CC2N1COCC[Si](C)(C)C)N